C(#N)NOC=O performic acid, cyanoamide